(S)-4-isopropyl-3-(2-(((S)-1-(4-phenoxyphenyl)ethyl)amino)pyrimidin-4-yl)oxazolidin-2-one C(C)(C)[C@@H]1N(C(OC1)=O)C1=NC(=NC=C1)N[C@@H](C)C1=CC=C(C=C1)OC1=CC=CC=C1